(4-((2,5-dichloropyrimidin-4-yl)amino)-[1,1'-biphenyl]-3-yl)dimethylphosphine oxide ClC1=NC=C(C(=N1)NC1=C(C=C(C=C1)C1=CC=CC=C1)P(C)(C)=O)Cl